OC1(CN(C1)C(=O)OCC1=CC=CC=C1)[C@H]1N(CCCC1)C(=O)OC(C)(C)C 1,1-dimethylethyl (2S)-2-(3-hydroxy-1-{[(phenylmethyl)oxy]carbonyl}azetidin-3-yl)piperidine-1-carboxylate